BrC=1C=CC(=NC1)C1(COC1)NC(OC(C)(C)C)=O tert-butyl (3-(5-bromopyridin-2-yl)oxetan-3-yl)carbamate